C(C)C=1N=C2N(C=C(C=C2)N2CCN(CC2)S(=O)(=O)C)C1N(C=1SC=C(N1)C1=CC=C(C=C1)F)C N-(2-ethyl-6-(4-(methylsulfonyl)piperazin-1-yl)imidazo[1,2-a]pyridin-3-yl)-4-(4-fluorophenyl)-N-methylthiazol-2-amine